[1-[1-[3-[[(4S)-2,2-dimethylchroman-4-yl]carbamoyl]phenyl]-3-methylsulfonyl-propyl]-4,4-diethyl-6-oxo-hexahydropyrimidin-2-ylidene]ammonium CC1(OC2=CC=CC=C2[C@H](C1)NC(=O)C=1C=C(C=CC1)C(CCS(=O)(=O)C)N1C(NC(CC1=O)(CC)CC)=[NH2+])C